(Z)-3-((tert-butylamino)methylene)-2-(5-methoxy-2-methyl-1H-indol-3-yl)chroman-4-one C(C)(C)(C)N\C=C/1\C(OC2=CC=CC=C2C1=O)C1=C(NC2=CC=C(C=C12)OC)C